4,5-bIpyridinyl N1=CC=C(C=C1)C=1C=CC=NC1